({bis[(hydroxymethyl)methyl]phosphino}methoxy)methanol OCCP(CCO)COCO